CN1CC(C1)CC=1C=2C3=C(C(N(C3=CC1)C1C(NC(CC1)=O)=O)=O)C=CC2 3-(6-((1-methylazetidin-3-yl)methyl)-2-oxobenzo[cJ]indol-1(2H)-yl)piperidine-2,6-dione